BrC1=CC=C(C=C1)N1C[C@H](CC1)O (S)-1-(4-bromophenyl)pyrrolidin-3-ol